C(CCC)(=O)C1=CC(=C(C=N1)C=1C=2N(C3=CC(=NC=C3C1)NC(C)=O)C=CN2)C N-(4-(6-butyryl-4-methylpyridin-3-yl)imidazo[1,2-a][1,6]naphthyridin-8-yl)acetamide